38,45-dioxo-2,5,8,11,14,17,20,23,26,29,32,35-dodecaoxa-39,46-diazanonatetracontan-49-oate O=C(CCOCCOCCOCCOCCOCCOCCOCCOCCOCCOCCOCCOC)NCCCCCC(NCCC(=O)[O-])=O